C(C)(C)(C)OC(=O)NCCC(=O)NCC(C(=O)OC)O methyl 3-(3-{[(tert-butoxy) carbonyl]Amino} propionylamino)-2-hydroxypropionate